C(CCC)OC(C1=C(C(OC)=C(O)C=C1)C(CCCCCCC)=O)=O caprylyl-vanillic acid butyl ester